FC=1C=C(C=NC1C=1C=C2C(=CN1)N(N=C2)CC(C(F)(F)F)(F)F)C(C#N)(C)C 2-[5-fluoro-6-[1-(2,2,3,3,3-pentafluoropropyl)pyrazolo[3,4-c]pyridin-5-yl]-3-pyridyl]-2-methyl-propanenitrile